N,N-dimethoxymethylurea COCN(C(=O)N)COC